{4-[2-amino-3-(p-chlorophenyl)-4-pyridinyl]-1-{2-amino-1-[p-(trifluoromethyl)phenyl]ethyl}-1H-pyrazol-3-yl}methanol NC1=NC=CC(=C1C1=CC=C(C=C1)Cl)C=1C(=NN(C1)C(CN)C1=CC=C(C=C1)C(F)(F)F)CO